O=C1NC(CCC1N1C(C2=CC=C(C=C2C1=O)CN1CCC(=CC1)C=1C2=C(N=CN1)SC(=C2)C)=O)=O 2-(2,6-dioxopiperidin-3-yl)-5-((4-(6-methylthieno[2,3-d]pyrimidin-4-yl)-3,6-dihydropyridine-1(2H)-yl)methyl)isoindoline-1,3-dione